BrC=1C=NN(C1)C=1N=C(C2=C(N1)C=C(O2)C2=NN(C=C2)C)N2CCOCC2 2-(4-bromopyrazol-1-yl)-6-(1-methylpyrazol-3-yl)-4-morpholino-furo[3,2-d]pyrimidine